C(C)S(=O)(=O)NC1=CC(=C(OC=2C=C(C=CC2)N2CC3(C2)CN(C3)CC3CCN(CC3)C(=O)OC(C)(C)C)C=C1)C=1C3=C(C(N(C1)C)=O)NC=C3 tert-butyl 4-[[2-[3-[4-(ethylsulfonylamino)-2-(6-methyl-7-oxo-1H-pyrrolo[2,3-c]pyridin-4-yl)phenoxy]phenyl]-2,6-diazaspiro[3.3]heptan-6-yl] methyl]piperidine-1-carboxylate